FC=1C=C(C=C(C1)F)C(C)NC=1C=C2C(=CN1)NN=C2C=CC2=NC=CC=C2 N-(1-(3,5-difluorophenyl)ethyl)-3-(2-(pyridin-2-yl)vinyl)-1H-pyrazolo[3,4-c]pyridin-5-amine